BrC1=C(N(C=C1)S(=O)(=O)C1=CC=C(C)C=C1)CCNCC1=CC=C(C=C1)OC 2-(3-bromo-1-p-toluenesulfonyl-1H-pyrrol-2-yl)-N-(4-methoxybenzyl)ethan-1-amine